C(C)(C)(C)OC(=O)N1CCN(CC1)CCCOC1=CC=C(C=C1)C1=C(C(=O)[O-])C=CN=C1.[Li+] lithium 3-(4-(3-(4-(tert-butoxycarbonyl)piperazin-1-yl)propoxy)phenyl)isonicotinate